5-cyano-2-((4-fluoro-2-methylphenyl)-amino)-N-(6-methoxy-2-methylpyridin-3-yl)-4-(trifluoromethyl)-benzamide C(#N)C=1C(=CC(=C(C(=O)NC=2C(=NC(=CC2)OC)C)C1)NC1=C(C=C(C=C1)F)C)C(F)(F)F